L-1-butyl-3-methylimidazole triflate OS(=O)(=O)C(F)(F)F.C(CCC)N1CN(C=C1)C